N[S@@](=NC(CC=1C(=C2COCC2=CC1C(C)C)CC)=O)(=O)C=1SC=C(C1)C(C)(C)O (S)-N-(amino(4-(2-hydroxypropan-2-yl)thiophen-2-yl)(oxo)-λ6-sulfaneylidene)-2-(4-ethyl-6-isopropyl-1,3-dihydroisobenzofuran-5-yl)acetamide